1-(3-(5-bromothiophene-2-carboxamido)cyclohexyl)-N-methyl-2-(thiophen-3-yl)-1H-benzo[d]imidazole-5-carboxamide BrC1=CC=C(S1)C(=O)NC1CC(CCC1)N1C(=NC2=C1C=CC(=C2)C(=O)NC)C2=CSC=C2